1-{5-[2-(methylamino)pyridin-4-yl]-1H-pyrazole-3-carbonyl}-N-(4-methylcyclohexyl)piperidine-4-carboxamide CNC1=NC=CC(=C1)C1=CC(=NN1)C(=O)N1CCC(CC1)C(=O)NC1CCC(CC1)C